COC(=O)C1=CC(=NC=C1)C(C)(S(=O)(=O)C)C.C(#C)C=1C=CC(=NC1)CCCC=O 4-(5-ethynylpyridin-2-yl)butanal methyl-2-(1-methyl-1-methylsulfonyl-ethyl)pyridine-4-carboxylate